4,5-diamino-3-methylcyanopyridine NC1=C(C(=NC=C1N)C#N)C